2-oxaspiro[4.5]decan C1OCCC12CCCCC2